C(\C=C\CCCCCCCCCCCCC)(=O)[C@](O)(C[N+](C)(C)C)CC([O-])=O Trans-2-hexadecenoyl-l-carnitine